bis(β-hydroxyethyl)-N,N'-bis(4'-aminophenyl)-1,3-diaminopropanol OCCC(C(O)(NC1=CC=C(C=C1)N)CCO)CNC1=CC=C(C=C1)N